O-[(2S,3R,4R,5R)-5-(6-benzamido-9H-purin-9-yl)-4-[(tert-butyldimethylsilyl)oxy]-3-[(triphenylmethyl)amino]oxolan-2-yl]methyl O-2-cyanoethyl Phosphonothioate P(OC[C@H]1O[C@H]([C@@H]([C@@H]1NC(C1=CC=CC=C1)(C1=CC=CC=C1)C1=CC=CC=C1)O[Si](C)(C)C(C)(C)C)N1C2=NC=NC(=C2N=C1)NC(C1=CC=CC=C1)=O)(OCCC#N)=S